CC(C(C)NC(=O)C1=CC(=NN1C)C1=CC=C(C=C1)F)(C)C N-(3,3-dimethylbutan-2-yl)-3-(4-fluorophenyl)-1-methyl-1H-pyrazole-5-carboxamide